t-butyl 2-methylbutyrate CC(C(=O)OC(C)(C)C)CC